ethyl (2R,3S)-3-(pyrimidin-5-ylmethyl)pyrrolidine-2-carboxylate N1=CN=CC(=C1)C[C@@H]1[C@@H](NCC1)C(=O)OCC